ClC=1C=CC(=C(C(=O)NC(C)C2=CC=C(C=C2)Cl)C1)O 5-Chloro-N-(1-(4-chlorophenyl)ethyl)-2-hydroxybenzamide